C1(C(C(CC=C1)=O)=O)=O benzentrion